C(C)(C)(C)C=1C(C(=CC(C1)=CC1=CC(=CC=C1)C)C(C)(C)C)=O 2,6-di-tert-butyl-4-(3-methylbenzylidene)cyclohexane-2,5-dien-1-one